[P].NC=1C2=CC=CC=C2N=C2C=CC=CC12 9-amino-acridine phosphorus